CN(CCOC1=C(C(NC=2C3=C(CC(C12)C(C)C)C=C(C(=C3)OC)OCCCOC)=O)C(=O)O)C 4-(2-(dimethylamino)ethoxy)-5-isopropyl-9-methoxy-8-(3-methoxypropoxy)-2-oxo-1,2,5,6-tetrahydrobenzo[h]quinoline-3-carboxylic acid